C(C)(=O)N1CC=2N(CC1)C(=NC2C=2C=CC=C1C=C(N=CC21)C=2C=CC(=NC2)C(=O)NCC[C@H]2[C@@H](C2)C2=C1CN(C(C1=CC=C2)=O)C2C(NC(CC2)=O)=O)CC 5-(8-(7-Acetyl-3-ethyl-5,6,7,8-tetrahydroimidazo[1,5-a]pyrazin-1-yl)isoquinolin-3-yl)-N-(2-((trans)-2-(2-(2,6-dioxopiperidin-3-yl)-1-oxoisoindolin-4-yl)cyclopropyl)ethyl)picolinamide